N-((1-((1r,4r)-4-(cyanomethyl)cyclohexyl)-1,6-dihydroimidazo[4,5-d]pyrrolo[2,3-b]pyridin-2-yl)methyl)-N'-hydroxycyclohexanecarboxamidine C(#N)CC1CCC(CC1)N1C(=NC=2C1=C1C(=NC2)NC=C1)CNC(=NO)C1CCCCC1